α-(4-tolylsulfonyloxy)iminobenzyl cyanide C1(=CC=C(C=C1)S(=O)(=O)ON=C(C1=CC=CC=C1)C#N)C